BrC=1C(=NN(C1C=1C=NC(=CC1)F)C1=C(C=CC=C1)F)O[C@H](C(=O)OC)OC |r| Methyl (2RS)-{[4-bromo-1-(2-fluorophenyl)-5-(6-fluoropyridin-3-yl)-1H-pyrazol-3-yl]oxy}(methoxy)acetate